COC(C1=C(C(=CC=C1)C1CC1)F)=O cyclopropyl-2-fluorobenzoic acid methyl ester